BrC1=CN=CC(=N1)COC=1C=NC=CC1CNC(OC(C)(C)C)=O tert-butyl ((3-((6-bromopyrazin-2-yl)methoxy)pyridin-4-yl)methyl)carbamate